ClC=1C(NN=CC1N1CC=2N(CC1)C(=CN2)CC2=C(C=CC(=C2)F)C(F)(F)F)=O 4-chloro-5-(3-(5-fluoro-2-(trifluoromethyl)benzyl)-5,6-dihydroimidazo[1,2-a]pyrazin-7(8H)-yl)pyridazin-3(2H)-one